racemic-7,8-dichloro-10-(2,2-difluoro-3-hydroxypropoxy)-1-methyl-3,4,5,6-tetrahydroazepino[4,5-b]indol-2(1H)-one ClC1=C(C=C(C=2C3=C(NC12)CCNC([C@@H]3C)=O)OCC(CO)(F)F)Cl |r|